FC=1C(=C(C=CC1F)[C@H]1[C@H](O[C@@]([C@@H]1C)(C(F)(F)F)C)C(=O)NC1=CC(=[N+](C=C1)[O-])C(=O)N)O 4-[[(2S,3S,4R,5S)-3-(3,4-Difluoro-2-hydroxy-phenyl)-4,5-dimethyl-5-(trifluoromethyl)tetrahydrofuran-2-carbonyl]amino]-1-oxido-pyridin-1-ium-2-carboxamid